BrC=1C=NN(C1C1=CC=2C(=NON2)C=C1)C 5-(4-Bromo-1-methyl-1H-pyrazol-5-yl)benzo[c][1,2,5]oxadiazole